6-ethyl-1,2,3,4-tetrahydroisoquinoline C(C)C=1C=C2CCNCC2=CC1